8-((1R)-1-hydroxyethyl)-3-(1-(2,2,3,3,3-pentafluoropropyl)-1H-pyrazol-4-yl)-2-(trifluoromethyl)-4H-pyrido[1,2-a]pyrimidin-4-one O[C@H](C)C1=CC=2N(C(C(=C(N2)C(F)(F)F)C=2C=NN(C2)CC(C(F)(F)F)(F)F)=O)C=C1